tert-Butyl 7-(2-oxo-3H-1,3-benzoxazol-6-yl)-4,7-diazaspiro[2.5]octane-4-carboxylate O=C1OC2=C(N1)C=CC(=C2)N2CCN(C1(CC1)C2)C(=O)OC(C)(C)C